(2s,3r)-2-amino-3-hydroxy-3-(pyridin-3-yl)propionic acid N[C@H](C(=O)O)[C@@H](C=1C=NC=CC1)O